C(C)C=1C=CC=C2C=C(C=C(C12)C1=C(C=2N=C(N=C(C2C=N1)N1CC2CCC(C1)N2C(=O)OC(C)(C)C)C#CC2(CC2)CO)F)OCOC tert-butyl 3-(7-(8-ethyl-3-(methoxymethoxy)naphthalen-1-yl)-8-fluoro-2-((1-(hydroxymethyl)cyclopropyl)ethynyl)pyrido[4,3-d]pyrimidin-4-yl)-3,8-diazabicyclo[3.2.1]octane-8-carboxylate